ClC1=C(C=CC(=C1OC=1C(=C2C(N(C=NC2=CC1)C)=O)Cl)F)NS(=O)(=O)N1CC(C1)OC N-(2-chloro-3-((5-chloro-3-methyl-4-oxo-3,4-dihydroquinazolin-6-yl)oxy)-4-fluorophenyl)-3-methoxyazetidine-1-sulfonamide